The molecule is a carboxylic ester having diphenylacetic acid as the carboxylic acid component and a 2-(trialkylammonium)ethanol as the alcohol component. It is a quaternary ammonium salt and a carboxylic ester. It contains a penotonium cation. CCC[N+](CC)(CC)CCOC(=O)C(C1=CC=CC=C1)C2=CC=CC=C2.[Br-]